C1(=CC=CC=C1)C(=CC(=O)[O-])C1=CC=CC=C1 β,β-diphenylacrylate